4-methoxybenzyl 3-(4,5-dibutyloxazol-2-yl)-2-(diethoxyphosphoryl)propanoate C(CCC)C=1N=C(OC1CCCC)CC(C(=O)OCC1=CC=C(C=C1)OC)P(=O)(OCC)OCC